OC(C#N)(C)C 2-hydroxy-2-methylpropanenitrile